propyl-trimethyl-ammonium Chlorid [Cl-].C(CC)[N+](C)(C)C